2-methylpentan-3-ol CC(C)C(CC)O